4-[4-amino-8-(trans-4-aminocyclohexyloxy)-5,5-dimethyl-6H-benzo[H]quinazolin-7-yl]pentanoic acid NC1=NC=NC=2C3=C(CC(C12)(C)C)C(=C(C=C3)O[C@@H]3CC[C@H](CC3)N)C(CCC(=O)O)C